2-((1-(5-(4,4-difluoropiperidin-1-yl)-9-methyl-2-(2,2,2-trifluoroethyl)imidazo[1,2-c]quinazolin-7-yl)ethyl)amino)benzoic acid FC1(CCN(CC1)C1=NC=2C(=CC(=CC2C=2N1C=C(N2)CC(F)(F)F)C)C(C)NC2=C(C(=O)O)C=CC=C2)F